C1(CC1)C1=NC2=CC=CC=C2C=C1 2-cyclopropylquinoline